ClC=1C=CC(=C(C1)NC(=S)NC1CN(C(C1)=O)C1=CC(=CC=C1)C#N)C 1-(5-chloro-2-methylphenyl)-3-[1-(3-cyanophenyl)-5-oxopyrrolidin-3-yl]thiourea